Cl.CC1=C(C=CC(=C1)C1=NN=CN1)C1=CN=C2C(=N1)NC(CN2)=O 7-(2-methyl-4-(4H-1,2,4-triazol-3-yl)phenyl)-3,4-dihydropyrazino[2,3-b]Pyrazine-2(1H)-one hydrochloride